C(C)OC1CCC(CC1)NC1=NC=C(C(=N1)N[C@@H]1[C@H](CCC1)O)C(=O)N 2-((1s,4R)-4-ethoxycyclohexylamino)-4-((1S,2S)-2-hydroxycyclopentylamino)pyrimidine-5-carboxamide